N,6-dimethyl-5-(methyl(1-((3-methyl-2,4-dioxo-1,2,3,4-tetrahydrothieno[3,2-d]pyrimidin-6-yl)methyl)pyrrolidin-3-yl)amino)picolinamide CNC(C1=NC(=C(C=C1)N(C1CN(CC1)CC1=CC=2NC(N(C(C2S1)=O)C)=O)C)C)=O